3-(Chloromethyl)-4-methyl-2-[(methylsulfanyl)methyl]pyridine ClCC=1C(=NC=CC1C)CSC